4,6-bis(1,1-dimethylethoxy)-5-trifluoromethyl-2-(2-trifluoromethyl-5-pyridinyl)pyrimidine CC(C)(OC1=NC(=NC(=C1C(F)(F)F)OC(C)(C)C)C=1C=CC(=NC1)C(F)(F)F)C